C1(CCCC1)C(O)C1=CC=C(C=C1)F cyclopentyl(4-fluorophenyl)methanol